2,3,6,7-tetrahydro-1H-azepine-1-carboxylate N1(CCC=CCC1)C(=O)[O-]